ClC1=CC=C2C(=NC=3N(C2=C1)N=NN3)N(C=3C=C(C=CC3)C#CC(C)(O)C)C 4-(3-((8-chlorotetrazolo[1,5-a]quinazolin-5-yl)(methyl)amino)phenyl)-2-methylbut-3-yn-2-ol